Potassium ((3-((2,3,5,6-tetrafluoro-[1,1'-biphenyl]-4-yl)carbamoyl)pyrazolo[1,5-a]pyridin-2-yl)oxy)methyl hydrogen phosphate P(=O)(OCOC1=NN2C(C=CC=C2)=C1C(NC1=C(C(=C(C(=C1F)F)C1=CC=CC=C1)F)F)=O)(O)[O-].[K+]